1,4-diethyl terephthalate C(C1=CC=C(C(=O)OCC)C=C1)(=O)OCC